1-(2-bromoquinolin-3-yl)-3-(6,7-dihydro-5H-pyrrolo[2,1-c][1,2,4]triazol-3-ylmethyl)urea BrC1=NC2=CC=CC=C2C=C1NC(=O)NCC=1N2C(=NN1)CCC2